2-((3,4-diphenylethoxybenzyl)amino)ethan-1-ol C1(=CC=CC=C1)C=1C=C(C(OCC)NCCO)C=CC1C1=CC=CC=C1